2,6-Dichloro-3-{[(2,2-dimethylpropanoyl)amino]methyl}-N-[1-(2-methoxypyridin-4-yl)-1H-indazol-4-yl]benzamide ClC1=C(C(=O)NC2=C3C=NN(C3=CC=C2)C2=CC(=NC=C2)OC)C(=CC=C1CNC(C(C)(C)C)=O)Cl